C(C)(C)(C)C=1C=C(C=C(C1O)C(C)(C)C)CCC(=O)O.FC1(C(CN(CC1)C1=NC2=CC=C(C=C2C=C1C(=O)NC=1SC(=CC1)S(N)(=O)=O)F)C)F 2-(4,4-difluoro-3-methylpiperidin-1-yl)-6-fluoro-N-(5-sulfamoylthiophen-2-yl)quinoline-3-carboxamide 3-(3,5-di-tert-butyl-4-hydroxy-phenyl)propionat